2-bromo-3-(3-chloro-5-fluoro-phenoxy)-6-(difluoromethylsulfonyl)benzenecarbohydroxamic acid BrC1=C(C(=CC=C1OC1=CC(=CC(=C1)F)Cl)S(=O)(=O)C(F)F)C(=O)NO